COC1=NC(=NC(=N1)C)NC(=O)NS(=O)(=O)C1=C(SC=C1)C(=O)O 3-[[[[(4-methoxy-6-methyl-1,3,5-triazin-2-yl)amino]carbonyl]amino]sulfonyl]-2-thiophenecarboxylic acid